N-(5-Cyano-6-(2H-1,2,3-triazol-2-yl)pyridin-3-yl)-1-(4-fluoroisochinolin-1-yl)-5-(trifluoromethyl)-1H-pyrazol-4-carboxamid C(#N)C=1C=C(C=NC1N1N=CC=N1)NC(=O)C=1C=NN(C1C(F)(F)F)C1=NC=C(C2=CC=CC=C12)F